C1(=CC(=CC=C1)C1=CC=C(O1)C(C)=O)C1=CC=CC=C1 1-(5-([1,1'-biphenyl]-3-yl)furan-2-yl)ethan-1-one